3-((4-chloro-2-nitrobenzyl)amino)propan-1-ol ClC1=CC(=C(CNCCCO)C=C1)[N+](=O)[O-]